C(C)(C)(C)C1=CC=C(C=C1)C(CCCCl)=O 4'-tert-butyl-4-chlorobutyrophenone